FC(C1=C(C=CC(=C1)C(F)(F)F)C=1C=2N(C(=NN1)NCC(C)(O)C)C=CC2)(F)F 1-({1-[2,4-bis(trifluoromethyl)phenyl]pyrrolo[1,2-d][1,2,4]triazin-4-yl}amino)-2-methylpropan-2-ol